N-(4-(4-Methylpiperazin-1-yl)phenyl)-4-((5-methylpyridazin-3-yl)amino)-2-oxo-1,2-dihydropyridine-3-carboxamide CN1CCN(CC1)C1=CC=C(C=C1)NC(=O)C=1C(NC=CC1NC=1N=NC=C(C1)C)=O